N-[(3S)-1-[2-(2-aminoethoxy)ethyl]-2-oxopyrrolidin-3-yl]-4-hydroxy-3-methylbenzene-1-sulfonamide NCCOCCN1C([C@H](CC1)NS(=O)(=O)C1=CC(=C(C=C1)O)C)=O